4-((2-methylpyridin-4-yl)ethanyl)benzoic acid CC1=NC=CC(=C1)CCC1=CC=C(C(=O)O)C=C1